Cl.ClC(C)C1=NC=CN1C 1-chloroethyl-3-methylimidazole hydrochloride